CC1(N2C=CC=C2C(CC1)=O)C(=O)OC methyl 5-methyl-8-oxo-6,7-dihydroindolizine-5-carboxylate